BrC=1C=C(C=CC1)N(C=1C(=CC(=CC1)C(C)(C)C)C1=CC=CC=C1)C1=CC=C(C=C1)C(C)(C)C N-(3-bromophenyl)-5-(1,1-dimethylethyl)-N-[4-(1,1-dimethylethyl)phenyl][1,1'-biphenyl]-2-amine